3-[(1r,3R,5S,7r)-3,5-dimethyladamantan-1-yl]urea C[C@]12CC3(CC(C[C@@](C1)(C3)C)C2)NC(N)=O